(allylcarbamoyl)piperidin C(C=C)NC(=O)N1CCCCC1